(3S,5R,8R,9S,10S,13R,14S,17R)-14-hydroxy-10,13-dimethyl-17-(2-oxo-2H-pyran-5-yl)hexadecahydro-1H-cyclopenta[a]phenanthren-3-yl (2-morpholinoethyl) carbonate C(O[C@H]1CC[C@@]2([C@H]3CC[C@@]4([C@H](CC[C@@]4([C@@H]3CC[C@@H]2C1)O)C=1C=CC(OC1)=O)C)C)(OCCN1CCOCC1)=O